1-methylnaphthyl[bis(1-adamantyl)butyl]bromopalladium(II) CC1=C(C=CC2=CC=CC=C12)[Pd-](Br)CCCC(C12CC3CC(CC(C1)C3)C2)C23CC1CC(CC(C2)C1)C3